3-(tert-butyl) 1-ethyl 8-((4-hydroxypiperidin-1-yl)sulfonyl)-3,8-diazabicyclo[3.2.1]octane-1,3-dicarboxylate OC1CCN(CC1)S(=O)(=O)N1C2(CN(CC1CC2)C(=O)OC(C)(C)C)C(=O)OCC